C=1(C(=CC=CC1)C(=O)[O-])C1=CC=CC=C1 biphenyl-At